CC(C(C)=O)(CCCC(C)=O)C 3,3-dimethyl-2,7-octanedione